sodium beta-hydroxy-beta-methylbutyrate OC(CC(=O)[O-])(C)C.[Na+]